CC(C(CO)(O)O)N Aminohydroxymethylpropanediol